BrC1=CN=C(S1)C1=C(C(=NC(=C1C(=O)N)CC(C)C)CCC1=CC=C(C=C1)F)C=1OC(=NN1)C 4-(5-bromothiazol-2-yl)-6-(4-fluorophenethyl)-2-isobutyl-5-(5-methyl-1,3,4-oxadiazol-2-yl)nicotinamide